CC1=CC=C(C=C1)S(=O)(=O)OC[C@H](C1=CC=CC=C1)NC(=O)OC(C)(C)C (S)-2-((tert-butoxycarbonyl)amino)-2-phenylethyl 4-methylbenzenesulfonate